ClC=1N=C(C2=C(N1)C(=C(N=C2)Cl)F)N2[C@H]1[C@@H]([C@H]1CC=CC2)F 2,7-Dichloro-8-fluoro-4-((1R,7S,8R)-8-fluoro-2-azabicyclo[5.1.0]oct-4-en-2-yl)pyrido[4,3-d]pyrimidine